Cl.N1(CCNCC1)CC=1N=NC=CC1 3-(piperazin-1-ylmethyl)pyridazine hydrochloride